NC1=C(C(=C2C(=N1)CCO2)C=2C[C@H](CN(CC2)C(=O)OC(C)(C)C)O[Si](C)(C)C(C)(C)C)F |r| tert-butyl rac-(3R)-5-(5-amino-6-fluoro-2,3-dihydrofuro[3,2-b]pyridin-7-yl)-3-[tert-butyl(dimethyl)silyl]oxy-2,3,4,7-tetrahydroazepine-1-carboxylat